C12COCC(CN(C1)CCOCCN1C3=C(OC4=C1N=CC(=C4)Br)C=C(C=N3)Br)C2 10-(2-(2-(3-oxa-7-azabicyclo[3.3.1]nonan-7-yl)ethoxy)ethyl)-3,7-dibromo-10H-dipyrido[3,2-b:2',3'-e][1,4]oxazine